7-bromo-8-fluoro-6-iodoquinazolin-4-ol BrC1=C(C=C2C(=NC=NC2=C1F)O)I